5-[(2,3-Diethylphenoxypropylsulfanyl)methyl]-1,3,4-oxadiazol-2(3H)-one C(C)C1=C(OCCCSCC2=NNC(O2)=O)C=CC=C1CC